2-fluoro-6-((6aR,8R)-6a-(fluoromethyl)-8-(6-vinyl-3H-[1,2,3]triazolo[4,5-b]pyridin-3-yl)-5,6,6a,7,8,9-hexahydropyrrolo[1',2':4,5]pyrazino[2,3-c]pyridazin-2-yl)phenol FC1=C(C(=CC=C1)C=1C=C2C(=NN1)NC[C@@]1(N2C[C@@H](C1)N1N=NC=2C1=NC=C(C2)C=C)CF)O